Cl.CC=1N=CSC1C1=CC=C(C=C1)CCC(=O)N 3-(4-(4-methylthiazol-5-yl)phenyl)propanamide hydrochloride